C(CCCCCC)(=O)OCC(COC(CCCCCC)=O)O 2-hydroxypropane-1,3-diyl diheptanoate